FC(C=1N=COC1C(=O)N1[C@H](C2=C(CC1)NC=N2)C2=NN1C(C(=CC=C1)C(F)(F)F)=C2)F (R)-(4-(difluoromethyl)oxazol-5-yl)(4-(4-(trifluoromethyl)pyrazolo[1,5-a]pyridin-2-yl)-6,7-dihydro-1H-imidazo[4,5-c]pyridin-5(4H)-yl)methanone